C(CCC)OC1=C(C=CC(=C1)Cl)NC(\C=C\C1=CC(=C(C=C1)OC)OC)=O (E)-N-(2-butoxy-4-chlorophenyl)-3-(3,4-dimethoxyphenyl)acrylamide